(S)-N-((R)-benzo[d]oxazol-2-yl-(3-chloro-4-fluoro-phenyl)methyl)-2-oxo-imidazolidine-4-carboxamide O1C(=NC2=C1C=CC=C2)[C@H](NC(=O)[C@H]2NC(NC2)=O)C2=CC(=C(C=C2)F)Cl